COCCNS(=O)(=O)O 2-methoxyethylaminosulfonic acid